1-((1S,5R,6R,7S)-3-butyl-7-((Z)-7-(ethylamino)-7-oxohept-2-en-1-yl)-2,4-dioxa-3-borabicyclo[3.2.1]oct-6-yl)-5-phenylpent-1-en-3-yl 6-bromohexanoate BrCCCCCC(=O)OC(C=C[C@H]1[C@@H]2OB(O[C@H]([C@H]1C\C=C/CCCC(=O)NCC)C2)CCCC)CCC2=CC=CC=C2